C1=CC(=CC=C1S(=O)(=O)O)S(=O)(=O)O The molecule is a member of the class of benzenesulfonic acids consisting of benzene carrying two sulfo groups at position 1 and 4 respectively.